CC(=CCC1=C(C2=C(N1)C=C(C=C2)O)C[C@H]3C(=O)N4CCC[C@H]4C(=O)N3)C The molecule is a cyclic dipeptide that is brevianamide F (cyclo-L-Trp-L-Pro) substituted at positions 2 and 6 on the indole ring by prenyl and hydroxy groups respectively. It is a dipeptide, a member of indoles, a pyrrolopyrazine and an indole alkaloid. It derives from a brevianamide F.